1-[5-(6-Methoxypyridin-3-yl)-1H-imidazol-2-yl]methylamine COC1=CC=C(C=N1)C1=CN=C(N1)CN